C(C)(=O)N1CC(CCC1)C1=NC(=CC(=N1)C=1C=C(C=NC1)OCCOCCOCCNC(OC(C)(C)C)=O)NC1=CC(=CC=C1)F tert-butyl (2-(2-(2-((5-(2-(1-acetylpiperidin-3-yl)-6-((3-fluorophenyl)amino)pyrimidin-4-yl)pyridin-3-yl)oxy)ethoxy)ethoxy)ethyl)carbamate